[1,4]Dioxino[2,3-b]-1,4-dioxin O1C=COC2=C1OC=CO2